(((2,2'-dimethyl-[1,1'-biphenyl]-3,3'-diyl)bis(oxy))bis(propane-3,1-diyl))bis(piperidine-3-carboxylic acid) CC1=C(C=CC=C1OCCCN1CC(CCC1)C(=O)O)C1=C(C(=CC=C1)OCCCN1CC(CCC1)C(=O)O)C